4-(4-Acetaminophenyl)-4-oxobutanoic acid N(C(=O)C)C1=CC=C(C=C1)C(CCC(=O)O)=O